2,3,5,6-tetrakis[(trimethylsilyl)ethynyl]-1,4-difluorobenzene C[Si](C)(C)C#CC1=C(C(=C(C(=C1C#C[Si](C)(C)C)F)C#C[Si](C)(C)C)C#C[Si](C)(C)C)F